11-bromoimidazo[1,2-f]phenanthridine BrC1=CC=2C=3N(C=4C=CC=CC4C2C=C1)C=CN3